C(C)(C)(C)OC(=O)N1CCC2(C[C@@H](C[C@H]2NS(=O)(=O)C(C)(C)C)O)CC1 (1R,3S)-1-((R)-1,1-dimethylethylsulfonamido)-3-hydroxy-8-azaspiro[4.5]decane-8-carboxylic acid tert-butyl ester